6-acetyl-8-({4-[1-cyclopropyl-4-(trifluoromethyl)imidazol-2-yl]phenyl}methyl)-2-(4-cyclopropyl-6-methoxypyrimidin-5-yl)pyrido[2,3-d]pyrimidin-7-one C(C)(=O)C1=CC2=C(N=C(N=C2)C=2C(=NC=NC2OC)C2CC2)N(C1=O)CC1=CC=C(C=C1)C=1N(C=C(N1)C(F)(F)F)C1CC1